ClC=1C=C2C(=CC1)NC(C21CCN(CC1)CCOC=1C=NC(=NC1)C1(CCC1)O)=O 5-chloro-1'-(2-{[2-(1-hydroxycyclobutyl)pyrimidin-5-yl]oxy}ethyl)-1,2-dihydrospiro[indole-3,4'-piperidin]-2-one